Potassium Dicalcium [Ca].[Ca].[K]